(3S)-1-(BENZYLSULFONYL)-6-HEPTENE-3-SULFONAMIDE C(C1=CC=CC=C1)S(=O)(=O)CC[C@H](CCC=C)S(=O)(=O)N